6-Methyl-5-(2-methylpyridin-4-yl)-2,3-dihydro-1H-inden-4-amine CC=1C(=C(C=2CCCC2C1)N)C1=CC(=NC=C1)C